tert-butyl (2-oxo-4-(o-tolyl)-2H-chromen-7-yl)-D-alaninate O=C1OC2=CC(=CC=C2C(=C1)C1=C(C=CC=C1)C)N[C@H](C)C(=O)OC(C)(C)C